OCC1(CC(C1)N1N=CC(=C1)C=1N=C(C=2N(C1)N=CC2)C=2C=NN(C2)C(CC)CC)O (1r,3r)-1-(hydroxymethyl)-3-(4-(4-(1-(pentan-3-yl)-1H-pyrazol-4-yl)pyrazolo[1,5-a]pyrazin-6-yl)-1H-pyrazol-1-yl)cyclobutanol